C(C=C)(=O)OCC1C(OC1)C(F)(F)F 3-(acryloxymethyl)-2-trifluoromethyloxetane